CN(CCON(C(=O)C1=C(C=C(C=C1)N\C(=C\1/C(NC2=CC(=CC=C12)C(=O)OC)=O)\C1=CC=CC=C1)C)C)C (Z)-Methyl 3-(((4-((2-(dimethylamino)ethoxy)(methyl)carbamoyl)-3-methylphenyl)amino)(phenyl)methylene)-2-oxoindoline-6-carboxylate